COC(C1=C(C=C(C(=C1)F)C1=C(C=CC=2CN(COC21)C(C2=C(C=C(C=C2Cl)Br)Cl)=O)F)N2CCOCC2)=O 4-[3-(4-Bromo-2,6-dichlorobenzoyl)-7-fluoro-2,4-dihydro-1,3-benzoxazin-8-yl]-5-fluoro-2-morpholin-4-ylbenzoic acid methyl ester